tert-butyl 4-(6-(2,6-bis(benzyloxy)pyridin-3-yl)-1-methyl-1H-benzo[d]imidazol-2-yl)piperazine-1-carboxylate C(C1=CC=CC=C1)OC1=NC(=CC=C1C=1C=CC2=C(N(C(=N2)N2CCN(CC2)C(=O)OC(C)(C)C)C)C1)OCC1=CC=CC=C1